N1(CCC1)C1=CN(C=2N=CN=C(C21)N2[C@H](CN(CC2)C(=O)OC(C)(C)C)C)C2=CC(=CC(=C2)F)F tert-Butyl (S)-4-(5-(azetidin-1-yl)-7-(3,5-difluorophenyl)-7H-pyrrolo[2,3-d]pyrimidin-4-yl)-3-methylpiperazine-1-carboxylate